(R)-N-(1-cyclopropylethyl)-2-((1-(N,N-dimethylsulfamoyl)-3-phenyl-1H-pyrazol-5-yl)amino)-4-morpholinofuro[3,2-d]pyrimidine-6-carboxamide C1(CC1)[C@@H](C)NC(=O)C1=CC=2N=C(N=C(C2O1)N1CCOCC1)NC1=CC(=NN1S(N(C)C)(=O)=O)C1=CC=CC=C1